FC=1C=CC=C2C(=C(C(=NC12)N1CC2(CN(C2)C(C=C)=O)CC1)C#N)C1=C2C=NNC2=CC=C1C 8-fluoro-4-(5-methyl-1H-indazol-4-yl)-2-(2-(2-propenoyl)-2,6-diazaspiro[3.4]octan-6-yl)-3-quinolinecarbonitrile